C(C)(C)N1C=NC(=C1)C(=O)N1C[C@H]2C([C@H]2C1)C1=NN=C2N1C=CC=C2 (1-isopropyl-1H-imidazol-4-yl)[(1R,5S,6r)-6-([1,2,4]triazolo[4,3-a]pyridin-3-yl)-3-azabicyclo[3.1.0]hex-3-yl]methanone